C(C)(C)N(C(C=CC1=CC=C(C=C1)C(F)(F)F)=O)CC1=CC=2N(C=C1)N=CC2C(=O)N 5-((N-isopropyl-3-(4-(trifluoromethyl)phenyl)acrylamido)methyl)pyrazolo[1,5-a]pyridine-3-carboxamide